10-hydroxy-9,10-dihydro-9-oxa-10-phosphaphenanthrene oxide OP1(OC2=CC=CC=C2C=2C=CC=CC12)=O